FC=1C=C(C=C(C1C)NC(=O)C=1C=NN2C1C=CC=C2)C2=NOC(=N2)C2CN(C2)C(=O)OC methyl 3-(3-(3-fluoro-4-methyl-5-(pyrazolo[1,5-a]pyridine-3-carboxamido)phenyl)-1,2,4-oxadiazol-5-yl)azetidine-1-carboxylate